CN(C(CCCCCCCCC)CCCCCCCCCCCC=C)C (22Z)-N,N-dimethyltricosan-22-en-10-amine